(2-(5-(2-(3-chlorophenyl)pyrrolidin-1-yl)pyrazolo[1,5-a]pyrimidin-3-yl)-1H-benzo[d]imidazol-6-yl)dimethylphosphine oxide ClC=1C=C(C=CC1)C1N(CCC1)C1=NC=2N(C=C1)N=CC2C2=NC1=C(N2)C=C(C=C1)P(C)(C)=O